ClC1=NC(=CC(=C1)C=1C(=NN2C1N=C(C=C2)N[C@@H]2COC[C@@H]2O)C=2C=C(C#N)C=CC2)C |r| 3-[3-(2-Chloro-6-methyl-4-pyridyl)-5-[[rac-(3R,4R)-4-hydroxytetrahydrofuran-3-yl]amino]pyrazolo[1,5-a]pyrimidin-2-yl]benzonitrile